5-methyl-N2-[2-(7-methyl-2,7-diazaspiro[4.4]nonan-2-yl)pyridin-5-yl]-N4-(2-oxo-2,3-dihydro-1,3-benzoxazol-5-yl)-2,4-pyrimidinediamine CC=1C(=NC(=NC1)NC=1C=CC(=NC1)N1CC2(CC1)CN(CC2)C)NC=2C=CC1=C(NC(O1)=O)C2